C1(CC1)OC1=C(C(=NC=C1)F)C(=O)O 4-cyclopropoxy-2-fluoropyridine-3-carboxylic acid